(2,6-Dioxopiperidin-3-yl)-5-(1-(4-(4-(quinoxalin-2-yl)-1H-pyrazol-1-yl)butyl)azetidin-3-yl)isoindoline-1,3-dione O=C1NC(CCC1N1C(C2=CC=C(C=C2C1=O)C1CN(C1)CCCCN1N=CC(=C1)C1=NC2=CC=CC=C2N=C1)=O)=O